1-{3-[2-methyl-4-({(1R)-1-[2-methyl-3-(trifluoromethyl)phenyl]ethyl}amino)pyrido[2,3-d]pyrimidin-6-yl]azetidin-1-yl}ethan-1-one CC=1N=C(C2=C(N1)N=CC(=C2)C2CN(C2)C(C)=O)N[C@H](C)C2=C(C(=CC=C2)C(F)(F)F)C